5-(2-cyanophenyl)-2-(4-(trifluoromethyl)phenyl)Oxazole-4-carboxylic acid ethyl ester C(C)OC(=O)C=1N=C(OC1C1=C(C=CC=C1)C#N)C1=CC=C(C=C1)C(F)(F)F